tert-butyl-7-(4,4,5,5-tetramethyl-1,3,2-dioxaborolan-2-yl)-3,4-dihydroisoquinoline C(C)(C)(C)C1=NCCC2=CC=C(C=C12)B1OC(C(O1)(C)C)(C)C